C(C)(C)(C)OC(=O)N1OCC[C@H]1C1=NC(=CN=C1)OC (3S)-3-(6-Methoxypyrazin-2-yl)isoxazolidine-2-carboxylic acid tert-butyl ester